(R)-5-(3-((cyclopropylamino)methyl)pyrrolidin-1-yl)-N-(7-fluoro-2-methyl-2H-indazol-5-yl)pyrazine-2-carboxamide C1(CC1)NC[C@@H]1CN(CC1)C=1N=CC(=NC1)C(=O)NC1=CC2=CN(N=C2C(=C1)F)C